BrC1=CC(=C(C(=C1)Cl)S(=O)(=O)NCCC1=C(C=CC=C1)C(F)(F)F)Cl 4-bromo-2,6-dichloro-N-{2-[2-(trifluoromethyl)phenyl]ethyl}benzene-1-sulfonamide